ClC=1C=C(C(=O)O)C=CC1C1=C(N(C=2C=C3C=NNC3=CC21)C2=CC=C(C=C2)F)C(C)C 3-chloro-4-[5-(4-fluorophenyl)-6-isopropyl-1H-pyrrolo[2,3-f]indazol-7-yl]benzoic acid